N-[1-[2-(1,2,3,4,4a,5,7,7a-octahydropyrrolo[3,4-b]pyridin-6-yl)-2-oxo-ethyl]-3-[2-(difluoromethoxy)-5-methylsulfanyl-phenyl]pyrazol-4-yl]pyrazolo[1,5-a]pyrimidine-3-carboxamide N1C2C(CCC1)CN(C2)C(CN2N=C(C(=C2)NC(=O)C=2C=NN1C2N=CC=C1)C1=C(C=CC(=C1)SC)OC(F)F)=O